FC=1C=CC2=C(C(=NO2)C)C1 5-fluoro-3-methylbenzo[d]isoxazole